OC=1C(=NC(=CC1)I)C(=O)O hydroxy-6-iodopicolinic acid